benzothieno[2,3-a]carbazole C1=CC=CC=2C=3C=CC4=C(C3NC12)SC1=C4C=CC=C1